C(CCC(=O)[O-])(=O)O[C@@H]1[C@]2(C)[C@@H](CC1)[C@@H]1CCC3CCCC[C@]3(C)[C@H]1CC2 androstan-17β-yl succinate